3-(4'-(aminomethyl)-[1,1'-biphenyl]-3-yl)piperidine-2,6-dione NCC1=CC=C(C=C1)C1=CC(=CC=C1)C1C(NC(CC1)=O)=O